bis(chlorodibutylsilyl)methane Cl[Si](CCCC)(CCCC)C[Si](Cl)(CCCC)CCCC